bis(5-bromo-1-methylindolin-6-yl)dimethylsilane BrC=1C=C2CCN(C2=CC1[Si](C)(C)C1=C(C=C2CCN(C2=C1)C)Br)C